C(\C=C\C)(=O)N1CCN(CC1)CC1=CC=C(C=C1)[C@H](C)NC=1N=CC2=C(N1)N(C(C=C2)=O)CC(C)(C)C 2-({(1S)-1-[4-({4-[(2E)-but-2-enoyl]piperazin-1-yl}methyl)phenyl]ethyl}amino)-8-(2,2-dimethylpropyl)pyrido[2,3-d]pyrimidin-7(8H)-on